N-((1R,2S)-8'-(azetidin-1-yl)-2-methyl-4'H-spiro[cyclopropane-1,5'-naphtho[2,1-d]isoxazol]-3'-yl)-2,6-dimethoxy-4-((R)-2-methylmorpholine-4-carbonyl)benzenesulfonamide N1(CCC1)C1=CC=C2[C@]3(CC=4C(=NOC4C2=C1)NS(=O)(=O)C1=C(C=C(C=C1OC)C(=O)N1C[C@H](OCC1)C)OC)[C@H](C3)C